NC=C(C(=O)OCC)C(=O)OCC Diethyl 2-aminomethylene-malonate